5-(5-(1-([1,1'-biphenyl]-3-yl)ethyl)-1,2,4-oxadiazol-3-yl)-2-methylaniline C1(=CC(=CC=C1)C(C)C1=NC(=NO1)C=1C=CC(=C(N)C1)C)C1=CC=CC=C1